γ-methacryloxypropyltrichlorosilane C(C(=C)C)(=O)OCCC[Si](Cl)(Cl)Cl